C(CO)O.[Ni+2] nickel (II) ethylene glycol